C(C1=CC=CC=C1)OC1=C(C=CC=C1)C1CCC(CC1)OC[C@@H]1N=C([C@H](N=C1OC)C(C)C)OC (2S,5R)-2-((((1s,4R)-4-(2-(benzyloxy)phenyl)cyclohexyl)oxy)methyl)-5-isopropyl-3,6-dimethoxy-2,5-dihydropyrazine